C1(CC1)C#C[C@@]1(NC(NC2=CC(=C(C=C12)F)CN1C(=NN(C1=O)C)C)=O)C(F)(F)F (S)-4-(cyclopropylethynyl)-7-((1,3-dimethyl-5-oxo-1,5-dihydro-4H-1,2,4-triazol-4-yl)methyl)-6-fluoro-4-(trifluoromethyl)-3,4-dihydroquinazolin-2(1H)-one